8-(6-(3-(3-azabicyclo[3.1.0]hexan-3-yl)propoxy)pyridin-3-yl)-7-fluoro-1-isopropyl-3-methyl-1H-imidazo[4,5-c]cinnolin-2(3H)-one C12CN(CC2C1)CCCOC1=CC=C(C=N1)C1=CC=2C3=C(N=NC2C=C1F)N(C(N3C(C)C)=O)C